Di(sec-butyl) peroxydicarbonate C(=O)(OC(C)CC)OOC(=O)OC(C)CC